C(CCCCCCCCCCC)N(CC(C)O)CC(C)O 1,1'-(dodecyl-imino)bis(2-propanol)